1-(2-bromo-6-fluoro-4-propylphenyl)ethane-2-ol BrC1=C(C(=CC(=C1)CCC)F)CCO